hexafluoro-2-propene FC(=C(C(F)(F)F)F)F